2-(3,4-dimethoxyphenyl)-6-(piperidin-4-yl)-1H-benzo[d]imidazole dihydrochloride Cl.Cl.COC=1C=C(C=CC1OC)C1=NC2=C(N1)C=C(C=C2)C2CCNCC2